(naphthylphenyl)(benzophenanthrenyl)anthracene-d8 C1(=CC=CC2=CC=CC=C12)C1=C(C=CC=C1)C1=C2C(=C(C(=C(C2=C(C=2C(=C(C(=C(C12)[2H])[2H])[2H])[2H])[2H])[2H])[2H])[2H])C1=C2C=3C=CC=CC3C3=C(C2=CC=C1)C=CC=C3